(S)-1-((R)-3-amino-1-(4-((6-amino-9H-purin-9-yl)methyl)-6-(2-(difluoromethyl)-4-methoxyphenyl)pyridin-3-yl)piperidin-3-yl)-2,2-difluoroethan-1-ol N[C@]1(CN(CCC1)C=1C=NC(=CC1CN1C2=NC=NC(=C2N=C1)N)C1=C(C=C(C=C1)OC)C(F)F)[C@@H](C(F)F)O